ethyl 2-((R)-1-((R)-2-((4-chloroquinolin-7-yl)oxy)propanoyl)piperidin-3-yl)acetate ClC1=CC=NC2=CC(=CC=C12)O[C@@H](C(=O)N1C[C@H](CCC1)CC(=O)OCC)C